tert-butyl 1-ethyl-2,4-dioxo-3-[2-(trifluoromethyl)pyridin-4-yl]-1,3,8-triazaspiro[4.5]decane-8-carboxylate C(C)N1C(N(C(C12CCN(CC2)C(=O)OC(C)(C)C)=O)C2=CC(=NC=C2)C(F)(F)F)=O